2'-methyl-6'-(1-methyltriazol-4-yl)spiro[indoline-3,4'-piperidin]-2-one CC1NC(CC2(C1)C(NC1=CC=CC=C12)=O)C=1N=NN(C1)C